F[C@@H]1[C@]2(CC[C@@](C[C@@H]1OC1=CC=C(N=N1)C1=C(C=C(C=C1)C=1C=NN(C1)C)O)(N2)C)C 2-(6-(((1r,2r,3s,5s)-2-fluoro-1,5-dimethyl-8-azabicyclo[3.2.1]oct-3-yl)oxy)pyridazin-3-yl)-5-(1-methyl-1H-pyrazol-4-yl)phenol